C(C)(C)(C)OC(=O)N1CCC=2C=C(C(=NC2C1)OCC1=C(C=C(C=C1F)Cl)F)Br 2-((4-chloro-2,6-difluorobenzyl)oxy)-3-bromo-5,8-dihydro-1,7-naphthyridine-7(6H)-carboxylic acid tert-butyl ester